4,5,6,7-tetrahydro-thieno[2,3-c]pyridine S1C=CC2=C1CNCC2